NC=1N=NC(=CC1N1C[C@H](CCC1)C1=CC=C(C=C1)N1CCC(CC1)CN1CCC(CC1)N1C=CC2=C(C=CC=C12)N1CNCC=C1)C1=C(C=CC=C1)O |o1:9| (R*)-1-(1-(1-((1-(4-(1-(3-Amino-6-(2-hydroxyphenyl)pyridazin-4-yl)piperidin-3-yl)phenyl)piperidin-4-yl)methyl)piperidin-4-yl)-1H-indol-4-yl)dihydropyrimidine